(1S,2S)-2-fluoro-2-(2',5,6'-trifluoro[1,1'-biphenyl]-2-yl)cyclopropane-1-carboxylic acid F[C@@]1([C@@H](C1)C(=O)O)C1=C(C=C(C=C1)F)C1=C(C=CC=C1F)F